CN1N=CC(=C1)C=1C(=NC=NC1)N 5-(1-methylpyrazol-4-yl)pyrimidin-4-amine